C(=O)=CCC(=O)[O-] 3-carbonylpropionate